[K].C(CCCCCCCCCCCCC)C(N(CCO)C)CO tetradecyl-methyl-diethanolamine Potassium